ClCC(=O)N(C1CCNCC1)C1CC1 2-chloro-N-cyclopropyl-N-(4-piperidinyl)acetamide